1-t-butyl-3,5-dichlorobenzene C(C)(C)(C)C1=CC(=CC(=C1)Cl)Cl